CC1(OCC(O1)COC(=O)NCCCS(=O)(=O)[O-])CCCCCCCCC.[Na+] Sodium 3-((((2-methyl-2-nonyl-1,3-dioxolan-4-yl)methoxy)carbonyl)amino)propane-1-sulfonate